(±)-tert-butyl-4-((6-(4-(tert-butoxycarbonyl)phenyl)-2-oxa-7-azaspiro[3.5]nonan-7-yl)methyl)-5-methoxy-7-methyl-1H-indole-1-carboxylate C(C)(C)(C)OC(=O)N1C=CC2=C(C(=CC(=C12)C)OC)CN1[C@H](CC2(COC2)CC1)C1=CC=C(C=C1)C(=O)OC(C)(C)C |r|